ClC1=C(C=CC(=C1OC=1C(=C2C(N(C=NC2=CC1)C)=O)F)F)NS(=O)(=O)N1CC2CC2C1 N-(2-chloro-4-fluoro-3-((5-fluoro-3-methyl-4-oxo-3,4-dihydroquinazolin-6-yl)oxy)phenyl)-3-Azabicyclo[3.1.0]Hexane-3-sulfonamide